OC[C@H]1[C@@H]2C[C@@H]2CN1C(=O)OC(C)(C)C (R)-trans-tert-butyl (1R,2R,5S)-2-(hydroxymethyl)-3-azabicyclo[3.1.0]hexane-3-carboxylate